4,6-dibromo-2,2-dimethylcyclohexane-1,3-dione BrC1C(C(C(C(C1)Br)=O)(C)C)=O